3,3'-((2,2,13,13-tetramethyl-4,11-dioxa-3,12-dioxa-6,9-diazatetradecane-6,9-diyl)bis(4-hydroxy-3,1-phenylene))dipropionic acid CC(C)(OOCN(CCN(COOC(C)(C)C)C=1C=C(C=CC1O)CCC(=O)O)C=1C=C(C=CC1O)CCC(=O)O)C